COC=1C=C2C(C=C(C(C2=CC1OC)=O)NC(CCCC[C@H]1SSCC1)=O)=O (R)-N-(6,7-dimethoxy-1,4-dioxo-1,4-dihydronaphthalen-2-yl)-5-(1,2-dithiolan-3-yl)pentanamide